(2Z)-2-amino-2-[2-(2-fluorophenyl)-5-oxo-pyrrolidin-1-yl]Ethyl iminoacetate N(=C/C(=O)OCC(N1C(CCC1=O)C1=C(C=CC=C1)F)N)/[H]